F.N1(CCCC1)CCCC1=C2N(C(N1)=S)C[C@H](C2)C2=C(C(=CC=C2F)F)F (R)-1-(3-(pyrrOlidin-1-yl)propyl)-6-(2,3,6-trifluorophenyl)-2,5,6,7-tetrahydro-3H-pyrrolo[1,2-c]imidazole-3-thione hydrofluoride